(Z)-5-(5-fluoro-2-(2-methyl-1-oxo-1,2,3,6-tetrahydrobenzo[c]azocin-9-ylamino)pyrimidin-4-ylamino)benzo[d]oxazol-2(3H)-one formate salt C(=O)O.FC=1C(=NC(=NC1)NC=1C=CC2=C(C(N(C\C=C/C2)C)=O)C1)NC=1C=CC2=C(NC(O2)=O)C1